tri(trimethylsilyl)methylsilane C[Si](C)(C)C([Si](C)(C)C)([Si](C)(C)C)[SiH3]